C(CCC)C1CC=C(CC1)/C=C/C1=CC=C(C=C1)C#CC=1C=C(C(=C(C1)F)N=C=S)F 5-(2-{4-[(1E)-2-(4-butylcyclohex-1-en-1-yl)ethenyl]phenyl}ethynyl)-1,3-difluoro-2-isothiocyanatobenzene